(5-bromo-4-cyclopropyl-6-methoxy-pyrimidin-2-yl)-bis(p-anisyl)amine BrC=1C(=NC(=NC1OC)N(CC1=CC=C(C=C1)OC)CC1=CC=C(C=C1)OC)C1CC1